tert-butyl N-[(3S,6S)-6-methyl-3-piperidyl]carbamate C[C@H]1CC[C@@H](CN1)NC(OC(C)(C)C)=O